5-chloro-3-(difluoromethoxy)-N-[(thiophen-2-yl)methyl]thieno[3,2-b]pyridin-7-amine ClC1=CC(=C2C(=N1)C(=CS2)OC(F)F)NCC=2SC=CC2